uranium-selenium [Se].[U]